C1(=CC=CC=C1)C1CC=NN1C(=O)C1CC2C(CN(C2)C2=CC(=NC=N2)C#N)C1 6-(5-(5-phenyl-4,5-dihydro-1H-pyrazole-1-carbonyl)hexahydrocyclopenta[C]pyrrole-2(1H)-yl)pyrimidine-4-carbonitrile